COC(C1=NC(=CC=C1Cl)C1=CC(=C(C=C1)Cl)N(C)C)=O.C(C1CO1)OCCC[Si](OC)(OC)OC Gamma-glycidoxypropyltrimethoxysilane Methyl-3-chloro-6-(4-chloro-3-(dimethylamino)phenyl)picolinate